C(C1=CC=CC=C1)OCC1CCNCCO1 7-[(benzyloxy)methyl]-1,4-oxazepane